C(C)(C)OC(=O)C=1C(=NC(=NC1)C1(CC(=C(C=C1OC)N(C)CCN(C)C)N)N)C=1C=NN2C1C=CC=C2 4-{5-Isopropoxycarbonyl-4-pyrazolo[1,5-a]Pyridin-3-ylpyrimidin-2-yl}-N1-(2-dimethylaminoethyl)-N1-methyl-5-methoxybenzene-1,2,4-triamine